C(=O)(O)C=1C2=C(C3=C(C(=C(N3C(=O)O)C=C3C=CC(C=C4C=CC(=CC(C1)=N2)N4)=N3)C3=CC=CC=C3)C(=O)O)C(=O)O tetra-carboxy-phenyl-porphyrin